phosphonium diphenyl phosphate P(=O)(OC1=CC=CC=C1)(OC1=CC=CC=C1)[O-].[PH4+]